C(C)C(CC)NC=1C=C(C=2N(N1)C(=NN2)C(C)C)NCC=2C=NC=NC2 N6-(1-ethylpropyl)-3-isopropyl-N8-(pyrimidin-5-ylmethyl)-[1,2,4]triazolo[4,3-b]pyridazine-6,8-diamine